(1S,7R)-3-((2-((S)-amino(4,4-difluorocyclohexyl)methyl)imidazo[1,2-b]pyridazin-7-yl)methyl)-8,8-difluoro-3,5-diazabicyclo[5.1.0]octan-4-one dihydrochloride Cl.Cl.N[C@H](C=1N=C2N(N=CC(=C2)CN2C[C@H]3C([C@H]3CNC2=O)(F)F)C1)C1CCC(CC1)(F)F